N1C(=NC2=C1C=CC=C2)CCNCCC=2OC=1N=C(N=C(C1N2)NCC2=NC=CC=C2F)O 2-(2-{[2-(1H-1,3-benzodiazol-2-yl)ethyl]amino}ethyl)-7-{[(3-fluoropyridin-2-yl)methyl]amino}-[1,3]oxazolo[5,4-d]pyrimidin-5-ol